NC=1OC2=CC=C(C=C2C(C1[2H])C(C(=O)OCC)C#N)Br 2-amino-6-bromo-4-(1-cyano-2-ethoxy-2-oxoethyl)-4H-chromen-3-d